NC1=NC=NC2=C1C(=C1C(=C[C@@H](CN21)NC(C(=C)C(F)(F)F)=O)C)C=2C=NC1=CC=CC=C1C2 (S)-N-(4-amino-6-methyl-5-(quinolin-3-yl)-8,9-dihydropyrimido[5,4-b]indolizin-8-yl)-2-trifluoromethylacrylamide